CCCCC(CCC)=O Octane-5-one